COC=1C=C(C=C(C1)OC)C(=O)N1CCC(CC1)CCCCNC(=O)C1=CC=2C=NC=CC2N1 N-(4-{1-[(3,5-dimethoxyphenyl)carbonyl]piperidin-4-yl}butyl)-1H-pyrrolo[3,2-c]pyridine-2-carboxamide